6-(2-hydroxyethyl)adenosine lithium aluminum perchlorate tetrafluoroborate F[B-](F)(F)F.Cl(=O)(=O)(=O)[O-].[Al+3].[Li+].OCCC1(C2=NCN([C@H]3[C@H](O)[C@H](O)[C@@H](CO)O3)C2=NC=N1)N